1,4,9,14-tetraoxo-2,5,8,13-tetraazatriacontane-6,12,30-tricarboxylic acid O=CNCC(NC(CNC(CCC(NC(CCCCCCCCCCCCCCCCC(=O)O)=O)C(=O)O)=O)C(=O)O)=O